OC1=C(C=CC(=C1C)OCCCC(=O)OC)C1=NC(=NC(=N1)C1=C(C(=C(C=C1)OCCCC(=O)OC)C)O)C1=C(C(=C(C=C1)OCCCC(=O)OC)C)O 2,4,6-tris(2-hydroxy-3-methyl-4-methoxycarbonylpropoxyphenyl)-1,3,5-triazine